4-((2S,4S)-5-Chloro-6-fluoro-2-phenyl-2-((S)-pyrrolidin-2-yl)-2,3-dihydrobenzofuran-4-yl)-5-fluoro-6-hydroxy-N-methylnicotinamide ClC=1C(=CC2=C(C[C@@](O2)([C@H]2NCCC2)C2=CC=CC=C2)C1C1=C(C(=NC=C1C(=O)NC)O)F)F